C(C)(C)(C)C=1C=C(CN(C)C)C=C(C1O)C(C)(C)C 3,5-di-tert-butyl-4-hydroxybenzyldimethylamine